[6-(butan-2-yl)-4-cyano-3-fluoro-2-(propan-2-yl)phenyl]-3-(4-[[(tert-butyldimethylsilyl)oxy]methyl]-2-(2-hydroxypropan-2-yl)-1,3-thiazole-5-sulfonyl)urea CC(CC)C1=CC(=C(C(=C1NC(=O)NS(=O)(=O)C1=C(N=C(S1)C(C)(C)O)CO[Si](C)(C)C(C)(C)C)C(C)C)F)C#N